(3-(4-Methylbenzoyl)acryloyl)-N-(4-(1-isopropyl-1H-pyrazol-4-yl)5-methylpyrimidin-2-yl)-1,2,3,4-tetrahydroisoquinolin-6-amine CC1=CC=C(C(=O)C=CC(=O)C2NCCC3=CC(=CC=C23)NC2=NC=C(C(=N2)C=2C=NN(C2)C(C)C)C)C=C1